4-(bromomethyl)naphthalene-1-carboxylic acid BrCC1=CC=C(C2=CC=CC=C12)C(=O)O